(R)-6-chloro-3-((1-(3,6-dimethyl-2-(4-(2-methyl-2H-1,2,3-triazol-4-yl)piperidin-1-yl)-4-oxo-3,4-dihydroquinazolin-8-yl)ethyl)amino)-N-(methylsulfonyl)picolinamide ClC1=CC=C(C(=N1)C(=O)NS(=O)(=O)C)N[C@H](C)C=1C=C(C=C2C(N(C(=NC12)N1CCC(CC1)C1=NN(N=C1)C)C)=O)C